5-chloropyridin-3-yl 6-chloroimidazo[1,2-a]pyridine-2-carboxylate ClC=1C=CC=2N(C1)C=C(N2)C(=O)OC=2C=NC=C(C2)Cl